COC=1C=C(CNC(=O)NC2=CC(=CC=C2)C(F)(F)F)C=CC1OCC1=NC=CC(=C1C)OCC(F)(F)F 1-{3-methoxy-4-{[3-methyl-4-(2,2,2-trifluoroethoxy)pyridin-2-yl]methoxy}benzyl}-3-(3-trifluoromethylphenyl)urea